[Pd](Cl)Cl palladium(II) chlorid